2-(5-(cyclopropylmethyl)-4-(3-fluoro-4-sulfamoylbenzyl)-3-(3-((5-methylthiophen-2-yl)ethynyl)phenyl)-1H-pyrazol-1-yl)thiazole-4-carboxamide C1(CC1)CC1=C(C(=NN1C=1SC=C(N1)C(=O)N)C1=CC(=CC=C1)C#CC=1SC(=CC1)C)CC1=CC(=C(C=C1)S(N)(=O)=O)F